OC1=NC=2N(C(=C1)O)N=C(C2C2CCOCC2)C(=O)OCC ethyl 5,7-dihydroxy-3-(tetrahydro-2H-pyran-4-yl)pyrazolo[1,5-a]pyrimidine-2-carboxylate